CC=1N=C2N(C=C(C=C2)C=2C=C3C(NC(=NC3=CC2)C2CCN(CC2)CC(F)(F)F)=O)C1 6-(2-methylimidazo[1,2-a]pyridin-6-yl)-2-[1-(2,2,2-trifluoroethyl)piperidin-4-yl]quinazolin-4(3H)-one